2,6,10,10-tetramethyl-1-oxaspiro(4.5)dec-2,6-dien-8-one CC=1OC2(CC1)C(=CC(CC2(C)C)=O)C